ClC=1C=CC(=NC1)NC1=CC(=NC=N1)NC=1C=C(C=CC1S(=O)(=O)CC)S(=O)(=O)NC 3-((6-((5-chloropyridin-2-yl)amino)pyrimidin-4-yl)amino)-4-(ethylsulfonyl)-N-methylbenzenesulfonamide